L-prolyl-L-valin N1[C@@H](CCC1)C(=O)N[C@@H](C(C)C)C(=O)O